BrC=1C(=NC=NC1)NCC1CC1 5-bromo-N-(cyclopropylmethyl)pyrimidin-4-amine